C(C)(C)C1=NN(C=2N=C(C=C(C21)NCC=2N=CN(C2)C)C=2C(=NC=CC2)OCCC)C 3-isopropyl-1-methyl-N-[(1-methylimidazol-4-yl)methyl]-6-(2-propoxy-3-pyridinyl)pyrazolo[3,4-b]pyridin-4-amine